BrC1=CC(=C(C=C1)N=S1(CC(C1)(OC)OC)=O)F 1-((4-bromo-2-fluorophenyl)imino)-3,3-dimethoxy-1λ6-thietan-1-oxide